3-[(R)-1-(2,6-dichloro-3-fluorophenyl)ethoxy]-5-[1-(piperidin-4-yl)-1H-pyrazol-4-yl]pyridin-2-amine malonate C(CC(=O)O)(=O)O.ClC1=C(C(=CC=C1F)Cl)[C@@H](C)OC=1C(=NC=C(C1)C=1C=NN(C1)C1CCNCC1)N